C(CCCCCCCCCCC)(=O)OC\N=C\1/N(C(C[C@](N1)(C1=CC2=C(SC3=C2C=C(C=C3)C#CC)C=C1)C)=O)C (S,Z)-((1,4-Dimethyl-6-oxo-4-(8-(prop-1-yn-1-yl)dibenzo[b,d]thiophen-2-yl)tetrahydropyrimidin-2(1H)-ylidene)amino)methyl dodecanoate